O1C[C@@H](OC2=NC=CC=C21)C2=CC=C(CN(CC)CC)C=C2 N-{4-[(3S)-2,3-dihydro[1,4]dioxino[2,3-b]pyridin-3-yl]benzyl}-N-ethylethanamine